C(C)(C)C1=NC=2N(C(=C1)NC1CC(C1)N)N=CC2 N1-(5-isopropylpyrazolo[1,5-a]pyrimidin-7-yl)cyclobutane-1,3-diamine